ClC=1N=C(C2=C(N1)N(C(=C2F)C[C@H](C)NC(OC(C)(C)C)=O)S(=O)(=O)C2=C(C=C(C=C2C)C)C)Cl tert-butyl (S)-(1-(2,4-dichloro-5-fluoro-7-(mesitylsulfonyl)-7H-pyrrolo[2,3-d]pyrimidin-6-yl)propan-2-yl)carbamate